N1CC(=CC2=CC=NC=C12)C(=O)N 1,2-dihydro-1,7-naphthyridine-3-carboxamide